C(C1=CC=CC=C1)OC1=NN2C(C3=C([C@H](C2)C)C(=NO3)C(=O)OCC)=C1 ethyl (R)-8-(benzyloxy)-4-methyl-4,5-dihydroisoxazolo[5,4-c]pyrazolo[1,5-a]pyridine-3-carboxylate